3-(5''-bromodispiro[cyclopropane-1,1'-cyclohexane-4',3''-indoline]-1''-carbonyl)-N-(cyclopent-3-en-1-yl)benzenesulfonamide BrC=1C=C2C3(CN(C2=CC1)C(=O)C=1C=C(C=CC1)S(=O)(=O)NC1CC=CC1)CCC1(CC3)CC1